C(CC)N1C(=NN=C1C1=NC=NC=C1)C=O 4-propyl-5-(pyrimidin-4-yl)-1,2,4-triazole-3-carbaldehyde